tert-butyl 3-(ethylsulfonamido)-2-((2'-(2-methoxy-2-oxoethoxy)-[1,1'-biphenyl]-3-yl)methyl)pyrrolidine-1-carboxylate C(C)S(=O)(=O)NC1C(N(CC1)C(=O)OC(C)(C)C)CC=1C=C(C=CC1)C1=C(C=CC=C1)OCC(=O)OC